ClC=1C=CC(=C(C(=O)NN=C(C2=NC=CC=C2)C2=NC=CC=C2)C1)O 5-chloro-N'-(bis(pyridin-2-yl)methylene)-2-hydroxybenzohydrazide